C(#N)C1=CC(=C(C=C1)COC1=CC=CC(=N1)C=1C=C(C(=NC1)CC=1N(C2=C(N1)C=CC(=C2)C(=O)O)CCOC)F)F 2-{[5-[6-[(4-cyano-2-fluoro-phenyl)methoxy]-2-pyridyl]-3-fluoro-2-pyridyl]methyl}-3-(2-methoxyethyl)benzimidazole-5-carboxylic Acid